OC=1C(=C2C(C([C@](OC2=CC1)(C1=CC=CC=C1)O)(O)O)(O)O)O (2R,3R)-heptahydroxyflavan